λ6-sulfanimine hydrochloric acid salt Cl.[SH4]=N